C1=C(C=CC=2C3=CC=CC=C3C3(C12)C1=CC=CC=C1C=1C=CC=CC13)N(C1=CCC3=CC=COC3=C1)C1=CC=3C(C2=CC=CC=C2C3C=C1)(C)C 7-(9,9'-spirobi[fluoren]-2-yl-(9,9-dimethyl-9H-fluoren-2-yl)amino)-5H-chromen